1-butyl mercaptan C(CCC)S